C1(CC1)N1N=CC(=C1)[C@@H]1OCC[C@@H](C1)C=1N=C(C=2N=C(N(C(C2N1)=O)C)C)C1=C(C=C(C=C1)F)F 6-((2R,4S)-2-(1-cyclopropyl-1H-pyrazol-4-yl)tetrahydro-2H-pyran-4-yl)-8-(2,4-difluorophenyl)-2,3-dimethylpyrimido[5,4-d]pyrimidin-4(3H)-one